C(C)(C)(C)N1N=C(C(=C1NC1=NC=C(N=C1)C(F)(F)F)C(=O)N)C1=CC(=C(C=C1)NS(=O)(=O)C(F)F)OCC1=CC=C(C=C1)Cl 1-tert-butyl-3-{3-[(4-chlorophenyl)methoxy]-4-(difluoromethanesulfonamido)phenyl}-5-{[5-(trifluoromethyl)pyrazin-2-yl]amino}-1H-pyrazole-4-carboxamide